N[C@@H]1C[C@H](N(C1)C(=O)C=1N=C2N(C=C(C=C2)Cl)C1)C=1SC=C(N1)C(=O)N[C@H](C(=O)NC)CC1=CC=C(C=C1)O 2-((2S,4R)-4-amino-1-(6-chloroimidazo[1,2-a]pyridine-2-carbonyl)pyrrolidin-2-yl)-N-((S)-3-(4-hydroxyphenyl)-1-(methylamino)-1-oxopropan-2-yl)thiazole-4-carboxamide